(S)-6-(2,4-dimethylphenyl)-3-(1-(6-ethoxy-5-methoxypyridin-2-yl)-2-(methylsulfonyl)ethyl)-1-methyl-1H-imidazo[4,5-b]pyridin-2(3H)-one CC1=C(C=CC(=C1)C)C=1C=C2C(=NC1)N(C(N2C)=O)[C@H](CS(=O)(=O)C)C2=NC(=C(C=C2)OC)OCC